P(=O)(O)(O)OC[C@H]([C@@H](C(C)=O)O)O 1-Deoxy-D-xylulose 5-phosphate